FC(C1=CC=C(C=C1)CCC(=O)N1CCN(CC1)C(=O)C1=CC=C(C=C1)NS(=O)(=O)C=1C=CC=C2C=CC=NC12)(F)F N-(4-(4-(3-(4-(Trifluoromethyl)phenyl)propanoyl)piperazine-1-carbonyl)phenyl)quinoline-8-sulfonamide